C(C)(C)OC1=C(C=[Ru])C=C(C=C1)[N+](=O)[O-] (2-isopropoxy-5-Nitrobenzylidene)ruthenium (II)